C(C)(C)(C)OC(=O)N1C[C@@H](N(CC1)C=1C2=C(N=CN1)N(C=C2N(C(C)=O)CCOC)C2=NC=CC(=C2)Cl)C (S)-4-(7-(4-Chloropyridin-2-yl)-5-(N-(2-methoxyethyl)acetamido)-7H-pyrrolo[2,3-d]pyrimidin-4-yl)-3-methylpiperazine-1-carboxylic acid tert-butyl ester